[K].CC ethane, Potassium salt